tert-Butyl ((3R,4R,5S)-1-(3-amino-6,7-dihydro-5H-cyclopenta[b]pyridin-4-yl)-4-{[tert-butyl(dimethyl)silyl]oxy}-5-methylpiperidin-3-yl)carbamate NC=1C(=C2C(=NC1)CCC2)N2C[C@H]([C@@H]([C@H](C2)C)O[Si](C)(C)C(C)(C)C)NC(OC(C)(C)C)=O